2,6-dihydroxydiphenyl-1,6-hexanedione OC(C(=O)C1=CC=CC=C1)(CCCC(=O)O)C1=CC=CC=C1